(4-(((tert-butyldimethylsilyl)oxy)methyl)pyridin-2-yl)methylamine [Si](C)(C)(C(C)(C)C)OCC1=CC(=NC=C1)CN